COC1=C2C=CC(OC2=CC=C1NC(=O)NC1=CC2=C(NC(=N2)C2=C(C=CC=C2)C)C=C1)(C)C 1-(5-methoxy-2,2-dimethyl-2H-chromen-6-yl)-3-(2-(o-tolyl)-1H-benzo[d]imidazol-5-yl)urea